BrC1=CC=C2C(=N1)NN=C2 6-bromo-1H-pyrazolo[3,4-b]pyridine